N1N=CC2=CC(=CC=C12)CN1CC(C2(CC1)COC1=C3CN(C(C3=CC=C12)=O)[C@@H]1C(NC(CC1)=O)=O)(F)F (3S)-3-(1'-((1H-indazol-5-yl)methyl)-3',3'-difluoro-6-oxo-6,8-dihydro-2H,7H-spiro[furo[2,3-e]isoindol-3,4'-piperidin]-7-yl)piperidine-2,6-dione